BrC1=C(C(=C(C(=O)O)C=C1Cl)F)F 4-bromo-5-chloro-2,3-difluorobenzoic acid